C(C)OCCN1CCN(CC1)CCCC(=O)OCC(COCCCCCCC)(COCCCCCCC)COCCCCCCC 3-(Heptyloxy)-2,2-bis((heptyloxy)methyl)propyl 4-(4-(2-ethoxyethyl)piperazin-1-yl)butanoate